BrC1=CN=C(N=N1)N 6-bromo-[1,2,4]-triazin-3-amine